5-ethyl-1H-pyrrolo[2,3-b]pyridine C(C)C=1C=C2C(=NC1)NC=C2